Br.N=C1SC2=C(N1CC(=O)C1=CC=C(C=C1)N1CCCC1)CCCC2 2-(2-Imino-4,5,6,7-tetrahydrobenzo[d]thiazol-3(2H)-yl)-1-(4-(pyrrolidin-1-yl)phenyl)ethan-1-one hydrogen bromide